2-(9-(dimethylamino)-3-azaspiro[5.5]undec-3-yl)acrylamide CN(C1CCC2(CCN(CC2)C(C(=O)N)=C)CC1)C